CS(=O)(=O)OC[C@]1([C@@H](CCCCC1)O)O [(1R,2R)-1,2-Dihydroxycycloheptyl]methyl methanesulfonate